dimethyl-benzyl-ammonium chloride acrylate C(C=C)(=O)[O-].[Cl-].C[NH+](CC1=CC=CC=C1)C.C[NH+](C)CC1=CC=CC=C1